CC=1N(C(=CN1)C)C1=CC=C(C=C1)B1OC(C(O1)(C)C)(C)C 2,5-dimethyl-1-[4-(4,4,5,5-tetramethyl-1,3,2-dioxaborolan-2-yl)phenyl]imidazole